Cl.CC1N(CCNC1)C1=NC=C(C=C1)C(F)(F)F 2-methyl-1-(5-(trifluoromethyl)pyridin-2-yl)piperazine hydrochloride